(4-(3-hydroxyoxetan-3-yl)phenyl)(4-((2'-(trifluoromethyl)-[1,1'-biphenyl]-4-yl)oxy)piperidin-1-yl)methanone OC1(COC1)C1=CC=C(C=C1)C(=O)N1CCC(CC1)OC1=CC=C(C=C1)C1=C(C=CC=C1)C(F)(F)F